OC(CCN1C(=O)N(C)C=2N=CNC2C1=O)C (2-hydroxypropyl)theophylline